methyl (2S,3R)-4-[(tert-Butoxycarbonyl) amino]-2,3-dimethylbutyrate C(C)(C)(C)OC(=O)NC[C@@H]([C@@H](C(=O)OC)C)C